N1(CCC1)C1=NNC(=C1)C=1C(=C(C(=CC1)O)N1CC(NS1(=O)=O)=O)F 5-(3-(3-(azetidin-1-yl)-1H-pyrazol-5-yl)-2-fluoro-6-hydroxyphenyl)-1,2,5-thiadiazolidin-3-one 1,1-dioxide